N1C=NC2=C1C=CC(=C2)N2C(NCC2C2=CC(=CC(=C2)C(F)(F)F)F)=O 1-(1H-benzo[d]imidazol-5-yl)-5-(3-fluoro-5-(trifluoromethyl)phenyl)imidazolidin-2-one